C(C)(C)C1=C(C(=C(C(=C1)C(C)C)N=C=O)C(C)C)N=C=O 1,3,5-triisopropyl-2,4-diisocyanatobenzene